C(#N)N1CC(CC1)C1=CC(=NN1)C1=CC=C(C=C1)NC(C)=O N-(4-(5-(1-Cyanopyrrolidin-3-yl)-1H-pyrazol-3-yl)phenyl)acetamide